hexadecyl methacrylate 2-Methylhexadecyl-methacrylate CC(COC(C(=C)C)=O)CCCCCCCCCCCCCC.C(C(=C)C)(=O)OCCCCCCCCCCCCCCCC